C(CCCCCCCCCCCCC)N(CC(=O)O)CC(N)N N-myristyl-diaminoethylglycine